2-(azetidin-1-yl)-5-(4-fluoro-1-isopropyl-2-methyl-1H-benzo[d]imidazol-6-yl)-7H-pyrrolo[2,3-d]pyrimidine N1(CCC1)C=1N=CC2=C(N1)NC=C2C=2C=C(C1=C(N(C(=N1)C)C(C)C)C2)F